COC(=O)[C@@H]1CC[C@H](CC1)C1=NOC2(C1)CCN(CC2)C(=O)OC(C)(C)C tert-Butyl 3-[trans-4-(methoxycarbonyl)cyclohexyl]-1-oxa-2,8-diazaspiro[4.5]dec-2-ene-8-carboxylate